ClC1=CC=C(C=C1)N1N=C2C(=N1)C=CC(=C2)NCC2OCCC2 2-(4-chlorophenyl)-N-(tetrahydrofuran-2-ylmethyl)benzotriazol-5-amine